9,9-bis(4-methylphenyl)fluorene CC1=CC=C(C=C1)C1(C2=CC=CC=C2C=2C=CC=CC12)C1=CC=C(C=C1)C